CC1(NCCC(C1)OC=1N=C(SC1C(=O)OCC)C)C Ethyl 4-((2,2-dimethylpiperidin-4-yl)oxy)-2-methylthiazole-5-carboxylate